BrC(COP(=O)(O)O)CBr.C1(CC2C(CC1)O2)COCCOCC2CC1C(CC2)O1 1,2-bis(3,4-epoxycyclohexylmethoxy)ethane (2,3-dibromo-propyl)phosphat